C(C)(C)(C)N1N=CC(=C1F)C(=O)NC1=NC=C(C(=C1)C=1C=C(C=2N(C1)C=CN2)N2CCOCC2)Cl 1-(tert-Butyl)-N-(5-chloro-4-(8-morpholinoimidazo[1,2-a]pyridin-6-yl)pyridin-2-yl)-5-fluoro-1H-pyrazole-4-carboxamide